BrC1=CN(C2=CN=C(C=C21)Cl)C2CC2 3-bromo-5-chloro-1-cyclopropyl-1H-pyrrolo[2,3-c]pyridine